7-(3-Butyl-5-(diaminomethylene)-2,4,6-trioxotetrahydropyrimidin-1(2H)-yl)-2-azaspiro[3.5]nonane-2-sulfonamide C(CCC)N1C(N(C(C(C1=O)=C(N)N)=O)C1CCC2(CN(C2)S(=O)(=O)N)CC1)=O